tert-butyl (2-(4-(3-(3,4-dimethoxyphenyl)-1,2,4-oxadiazol-5-yl)piperidin-1-yl)ethyl)carbamate COC=1C=C(C=CC1OC)C1=NOC(=N1)C1CCN(CC1)CCNC(OC(C)(C)C)=O